FC=1C=C(C=C(C1)OC)C1=CC=C(C=C1)CC1=CSC=C1 3-((3'-fluoro-5'-methoxy-[1,1'-biphenyl]-4-yl)methyl)thiophene